2-Fluoro-N-((oxazol-5-ylmethyl)carbamoyl)-4-(trifluoromethyl)benzamide FC1=C(C(=O)NC(NCC2=CN=CO2)=O)C=CC(=C1)C(F)(F)F